2-((S)-4-(7-(8-chloronaphthalen-1-yl)-2-(((S)-1-methylpyrrolidin-2-yl)methoxy)-5,6,7,8-tetrahydropyrido[3,4-d]pyrimidin-4-yl)-1-(2-phenylpropenoyl)piperazin-2-yl)acetonitrile ClC=1C=CC=C2C=CC=C(C12)N1CC=2N=C(N=C(C2CC1)N1C[C@@H](N(CC1)C(C(=C)C1=CC=CC=C1)=O)CC#N)OC[C@H]1N(CCC1)C